tert-butyl (S)-2-cyano-4-(2-(3-(1,1-difluoroethyl)-1-ethyl-1H-pyrazol-4-yl)phenyl)-4,7-dihydrothieno[2,3-c]pyridine-6(5H)-carboxylate C(#N)C1=CC2=C(CN(C[C@H]2C2=C(C=CC=C2)C=2C(=NN(C2)CC)C(C)(F)F)C(=O)OC(C)(C)C)S1